N1-((3-((1s,4s)-4-(ethoxymethyl)-4-ethylcyclohexyl)-6,7-dihydro-4H-pyrazolo[5,1-c][1,4]oxazin-2-yl)methyl)-N1,N2-dimethylethane-1,2-diamine C(C)OCC1(CCC(CC1)C=1C(=NN2C1COCC2)CN(CCNC)C)CC